C1(=CC=CC=C1)S(=O)(=O)N1C(=CC=2C1=NC=CC2Br)C2=CC=CC=C2 1-(benzenesulfonyl)-4-bromo-2-phenylpyrrolo[2,3-b]pyridine